FC1(CCN(CC1)CCCCCCC(=O)NCC1=CC=CC=2N(C(N(C21)C)=O)C2C(NC(CC2)=O)=O)F 7-(4,4-difluoropiperidin-1-yl)-N-((1-(2,6-dioxopiperidin-3-yl)-3-methyl-2-oxo-2,3-dihydro-1H-benzo[d]imidazol-4-yl)methyl)heptanamide